The molecule is an organosulfur heterocyclic compound produced by a marine bacterium Alteromonas rava and has been shown to exhibit antibacterial activity against Gram-positive and Gram-negative bacteria. It has a role as an antibacterial agent, an antimicrobial agent and a marine metabolite. It is an organosulfur heterocyclic compound, a lactam, an enoate ester, a cyclic ether and a triol. CC(/C=C/CC1(COC(CC1O)C/C(=C/C(=O)OCCCCCCCC(=O)NC2=C3C(=CSS3)NC2=O)/C)O)C(C)O